[Ir+].C1=CCCC=CCC1 (1,5-cyclooctadiene) iridium (I)